CC(CN1CCCC1)(C)NC(=O)C=1C=2C[C@@H]3[C@H](C2N(N1)C1=C(C=C(C=C1)F)F)C3 (1aR,5aR)-2-(2,4-Difluorophenyl)-1a,2,5,5a-tetrahydro-1H-2,3-diaza-cyclopropa[a]pentalene-4-carboxylic acid (1,1-dimethyl-2-pyrrolidin-1-yl-ethyl)-amide